trimethyl-(3,5-dimethyl-1-hexyne-3-oxy)silane C[Si](OC(C#C)(CC(C)C)C)(C)C